sodium (2S)-2-(4-chlorophenoxy)-3-methylbutanoate ClC1=CC=C(O[C@H](C(=O)[O-])C(C)C)C=C1.[Na+]